3,6-dibromo-9,10-dihydroacridine BrC=1C=CC=2CC3=CC=C(C=C3NC2C1)Br